N-docosadienyl-N,N-bis(2-hydroxyethyl)-N-methyl-ammonium chloride [Cl-].C(=CC=CCCCCCCCCCCCCCCCCCC)[N+](C)(CCO)CCO